N-(3-cyclopropyl-4,4-difluoro-6,7-dihydro-5H-pyrazolo[1,5-a]pyridin-2-yl)-4-methyl-3-[2-[2-(methylamino)pyrimidin-5-yl]ethynyl]benzamide C1(CC1)C=1C(=NN2C1C(CCC2)(F)F)NC(C2=CC(=C(C=C2)C)C#CC=2C=NC(=NC2)NC)=O